(S)-(2-(2-(((tert-Butyldimethylsilyl)oxy)methyl)-4-methyl-2,3-dihydro-1H-pyrrole-1-carbonyl)-5-((tert-Butyldiphenylsilyl)oxy)-4-methoxyphenyl)carbamic acid tert-butyl ester C(C)(C)(C)OC(NC1=C(C=C(C(=C1)O[Si](C1=CC=CC=C1)(C1=CC=CC=C1)C(C)(C)C)OC)C(=O)N1[C@@H](CC(=C1)C)CO[Si](C)(C)C(C)(C)C)=O